C(#N)\C=C(\C(=O)OCC)/[O-].[K+] Potassium (Z)-1-cyano-3-ethoxy-3-oxoprop-1-en-2-olate